5-(2,6-dimethyl-4-(2H-tetrazol-5-yl)benzyl)-3-isopropyl-1-toluenesulfonyl-1H-pyrrolo[3,2-b]pyridine CC1=C(CC2=CC=C3C(=N2)C(=CN3S(=O)(=O)CC3=CC=CC=C3)C(C)C)C(=CC(=C1)C=1N=NNN1)C